Tert-butyl 4-(5-(4-isopropyl-5-(8-methoxy-[1,2,4]triazolo[1,5-a]pyridin-6-yl)-1-((2-(trimethylsilyl) ethoxy) methyl)-1H-pyrazol-3-yl) thiazol-2-yl)-3,6-dihydropyridin-1(2H)-carboxylate C(C)(C)C=1C(=NN(C1C=1C=C(C=2N(C1)N=CN2)OC)COCC[Si](C)(C)C)C2=CN=C(S2)C=2CCN(CC2)C(=O)OC(C)(C)C